4-(2-fluoro-4-(trifluoromethyl)benzoyl)-1-methylpyrrolidin-2-one FC1=C(C(=O)C2CC(N(C2)C)=O)C=CC(=C1)C(F)(F)F